ClCCCC(=O)NC=1C(C=2C(=CC=NC2C(C1N1CCNCC1)=O)\C=C\C1=CC=C(C=C1)F)=O (E)-4-chloro-N-(4-(4-fluorostyryl)-5,8-dioxo-7-(piperazin-1-yl)-5,8-dihydroquinolin-6-yl)butanamide